N1,N1'-((pyrimidine-4,6-diylbis(4,1-phenylene))bis(methylene))bis(N3-(3-(isobutylamino)propyl)propane-1,3-diamine), hydrochloride salt Cl.N1=CN=C(C=C1C1=CC=C(C=C1)CNCCCNCCCNCC(C)C)C1=CC=C(C=C1)CNCCCNCCCNCC(C)C